OC1=C(C=CC(=C1)OC)C(C=CC1=CC=C(C=C1)OC)=O 1-(2-Hydroxy-4-methoxyphenyl)-3-(4-methoxyphenyl)-2-propen-1-one